C(#N)C1=C(OC2=CC=C3N=CC(=NC3=C2)C2CC3(C2)CCN(CC3)C(=O)OC(C)(C)C)C(=CC=C1F)F tert-butyl 2-[7-(2-cyano-3,6-difluoro-phenoxy)quinoxalin-2-yl]-7-azaspiro[3.5]nonane-7-carboxylate